[O-]CCC.C(C(C)C)[Al+]CC(C)C diisobutylaluminum n-propoxide